4,9-dihydroxypyrimido[4,5-g]pteridine-2,7-diol OC1=NC(=NC2=NC=3C(=NC(=NC3N=C21)O)O)O